C(#N)C1=C(C=C(C=C1)OC1=CC=C(C=N1)NC(=O)[C@@H](CC)NC(OC(C)(C)C)=O)CC 1,1-dimethylethyl {(1R)-1-[({6-[(4-cyano-3-ethylphenyl) oxy]-3-pyridinyl} amino)carbonyl] propyl}carbamate